N-((3-(8-(((3S,4R)-3-fluoro-1-methylpiperidin-4-yl)amino)-3-(1,2,2-trifluorovinyl)imidazo[1,2-a]pyridin-2-yl)-1,2,4-oxadiazol-5-yl)methyl)cyclopropanecarboxamide F[C@H]1CN(CC[C@H]1NC=1C=2N(C=CC1)C(=C(N2)C2=NOC(=N2)CNC(=O)C2CC2)C(=C(F)F)F)C